((3R,6S)-6-(Hydroxymethyl)tetrahydro-2H-pyran-3-yl)carbamate OC[C@@H]1CC[C@H](CO1)NC([O-])=O